5-[(1S)-1-methoxyethyl]-1-(pyridin-3-yl)-1H-pyrazol-4-amine hydrochloride Cl.CO[C@@H](C)C1=C(C=NN1C=1C=NC=CC1)N